2-(3-Hydroxy-3,7,11,15-tetramethylhexadecyl)-3,5,6-trimethylbenzol OC(CCC1=CC(=C(C=C1C)C)C)(CCCC(CCCC(CCCC(C)C)C)C)C